N-isopropyl-6-methoxy-N-methyl-5-nitropyridine-2-carboxamide C(C)(C)N(C(=O)C1=NC(=C(C=C1)[N+](=O)[O-])OC)C